(R)-1-(4-bromo-2-methoxyphenyl)-N-(1-methylpiperidin-3-yl)pyrrolo[1,2-d][1,2,4]triazin-4-amine BrC1=CC(=C(C=C1)C=1C=2N(C(=NN1)N[C@H]1CN(CCC1)C)C=CC2)OC